tert-butyl N-[(1S)-1-carbamoyl-2-(4-iodophenyl)ethyl]carbamate C(N)(=O)[C@H](CC1=CC=C(C=C1)I)NC(OC(C)(C)C)=O